CC1=C(C(=O)NC2(CC2)C2=C3C=CC(=NC3=CC(=C2)C=2SC=CN2)C)C=C(C=C1)N1CC2CCC(C1)N2C 2-Methyl-N-(1-(2-methyl-7-(thiazol-2-yl)quinolin-5-yl)cyclopropyl)-5-(8-methyl-3,8-diazabicyclo[3.2.1]octan-3-yl)benzamide